C(C)(C)(C)OC(=O)N1C(CCC1)C1=CC(=C(C=C1)C=1N=C2SC3=C(C=NC(=C3)Cl)N2C1)F (4-(7-chloroimidazo[2',1':2,3]thiazolo[4,5-c]pyridin-2-yl)-3-fluorophenyl)pyrrolidine-1-carboxylic acid tert-butyl ester